C1(=CC=CC=C1)C=1C=C(C=C(C1)C1=CC=CC=C1)C1=CC(=C(C=C1)O)C(C)C 4-[(3,5-diphenyl)phenyl]isopropylphenol